CNS(=O)(=O)C1=CC(=C(C=C1)NC1=CC=CC=C1)C=1N=NN(N1)C n-methyl-3-(2-methyl-2H-tetrazol-5-yl)-4-(phenylamino)benzenesulfonamide